C[C@]12CC(C[C@](CCC1)(N2)C)OC2=CC=C(N=N2)C2=C(C=C(C=C2O)C2=CC(N(C=C2)C)=O)F 4-(4-(6-(((1R,3S,5S)-1,5-dimethyl-9-azabicyclo[3.3.1]nonan-3-yl)oxy)pyridazin-3-yl)-3-fluoro-5-hydroxyphenyl)-1-methylpyridin-2(1H)-one